C1(CC1)C1=CC=C(N=N1)NC1=NN2C(C=C(C=C2)C=2N(N=CC2OC[C@@H]2N(CCC2)C)C)=C1 N-(6-cyclopropylpyridazin-3-yl)-5-[2-methyl-4-[[(2R)-1-methylpyrrolidin-2-yl]methoxy]pyrazol-3-yl]pyrazolo[1,5-a]pyridin-2-amine